(2S)-4-[8-(1-octylnonyloxy)-8-oxo-octanoyl]oxy-1-(6-oxo-6-undecyloxy-hexyl)pyrrolidine-2-carboxylic acid C(CCCCCCC)C(CCCCCCCC)OC(CCCCCCC(=O)OC1C[C@H](N(C1)CCCCCC(OCCCCCCCCCCC)=O)C(=O)O)=O